5-amino-3-tetrahydrofuran-2-yl-1H-pyrazole-4-carbonitrile NC1=C(C(=NN1)C1OCCC1)C#N